1-(4-chlorophenyl)-N-[1-(1H-1,2,3,4-tetrazol-5-yl)-5-(trifluoromethyl)azepan-3-yl]cyclopropane-1-carboxamide ClC1=CC=C(C=C1)C1(CC1)C(=O)NC1CN(CCC(C1)C(F)(F)F)C1=NN=NN1